6-amino-2,3-dimethyl-5-(5-methylbenzo[d]isothiazol-4-yl)-4-oxo-4,5-dihydrothieno[3,2-c]pyridine-7-carboxamide NC1=C(C2=C(C(N1C1=C(C=CC3=C1C=NS3)C)=O)C(=C(S2)C)C)C(=O)N